2-(((1R)-1-(2-(3,3-difluoro-4-methoxypiperidin-1-yl)-3,7-dimethyl-4-oxo-4H-pyrido[1,2-a]pyrimidin-9-yl)ethyl)amino)benzoic acid FC1(CN(CCC1OC)C=1N=C2N(C(C1C)=O)C=C(C=C2[C@@H](C)NC2=C(C(=O)O)C=CC=C2)C)F